tert-butyl 3-((2-carbamoylphenyl)carbamoyl)pyrrolidine-1-carboxylate C(N)(=O)C1=C(C=CC=C1)NC(=O)C1CN(CC1)C(=O)OC(C)(C)C